C(CCCCCCC\C=C/CCCCCCCC)(=O)O.C(CCCCCCC\C=C/CCCCCCCC)(=O)O.C(CCCCCCC\C=C/CCCCCCCC)(=O)O.C(CCCCCCC\C=C/CCCCCCCC)(=O)O.C(CCCCCCC\C=C/CCCCCCCC)(=O)O.OC[C@H](O)[C@@H](O)[C@H](O)[C@H](O)CO sorbitol pentaoleate